FC=1C=NC=C(C1N)F 3,5-difluoropyridin-4-amine